sodium acetate manganese acetate C(C)(=O)[O-].[Mn+2].C(C)(=O)[O-].[Na+]